C(CC=C)N1C=NC2=C(C=C(C=C2C1=O)C)C 3-(but-3-enyl)-6,8-dimethylquinazolin-4(3H)-one